C(#N)C1=CC=C(C=N1)NC(=O)C=1C(N(C=CC1)C1=C(C=CC=C1)OCC(F)(F)F)=O N-(6-cyanopyridin-3-yl)-2-oxo-1-[2-(2,2,2-trifluoroethoxy)phenyl]-1,2-dihydropyridine-3-carboxamide